N-(1-(6-(2-methoxyphenyl)pyridazin-3-yl)piperidin-2-yl)picolinamide COC1=C(C=CC=C1)C1=CC=C(N=N1)N1C(CCCC1)NC(C1=NC=CC=C1)=O